N-((1S,3r)-3-(5-(5-(ethoxy-d5)pyridin-2-yl)-4-(2-fluorophenyl)-4H-1,2,4-triazol-3-yl)cyclobutyl)-3-fluoroquinoline-8-carboxamide C(C([2H])([2H])[2H])(OC=1C=CC(=NC1)C=1N(C(=NN1)C1CC(C1)NC(=O)C=1C=CC=C2C=C(C=NC12)F)C1=C(C=CC=C1)F)([2H])[2H]